ClC1=NC=C(C(=N1)NC=1C=C(C=CC1)NC(C=C)=O)NS(=O)(=O)C1=CC=CC=C1 N-(3-((2-chloro-5-(phenylsulfonamido)pyrimidin-4-yl)amino)phenyl)acrylamide